3-[(4-chlorophenyl)methyl]-2-hydroxy-1-methyl-2-(1,2,4-triazol-1-ylmethyl)cyclopentanecarboxylic acid methyl ester COC(=O)C1(C(C(CC1)CC1=CC=C(C=C1)Cl)(CN1N=CN=C1)O)C